(1-(2-(benzo[b]thiophen-3-yl)ethyl)-7-ethoxy-6-methoxy-3,4-dihydroisoquinolin-2(1H)-yl)(morpholino)methanone S1C2=C(C(=C1)CCC1N(CCC3=CC(=C(C=C13)OCC)OC)C(=O)N1CCOCC1)C=CC=C2